5-Fluoro-N-(4-((5-fluoropyridin-2-yl)methoxy)phenyl)-6-(1H-tetrazol-5-yl)benzofuran-3-carboxamide FC=1C(=CC2=C(C(=CO2)C(=O)NC2=CC=C(C=C2)OCC2=NC=C(C=C2)F)C1)C1=NN=NN1